2-(Chlorodiazenyl)Thiazole ClN=NC=1SC=CN1